FC(C1(C(C(C(F)(F)F)(C(F)(F)F)F)(O1)C(C(F)(F)F)(C(F)(F)F)F)F)(F)F perfluoro-4-methyl-3-isopropyl-2,3-epoxypentane